isopropyl ((((2S,3R,5R)-5-(2-amino-6-ethoxy-9H-purin-9-yl)-2,4,4-trifluoro-3-hydroxytetrahydrofuran-2-yl)methoxy)(phenoxy)phosphoryl)-L-alaninate NC1=NC(=C2N=CN(C2=N1)[C@H]1C([C@@H]([C@@](O1)(F)COP(=O)(OC1=CC=CC=C1)N[C@@H](C)C(=O)OC(C)C)O)(F)F)OCC